4-(1-oxidopyridin-1-ium-4-yl)-N-[3-(trifluoromethyl)phenyl]thiazol-2-amine [O-][N+]1=CC=C(C=C1)C=1N=C(SC1)NC1=CC(=CC=C1)C(F)(F)F